tert-butyl (1R,3s,5S)-3-(3-fluoro-4-iodo-N-methylbenzamido)-8-azabicyclo[3.2.1]octane-8-carboxylate FC=1C=C(C(=O)N(C)C2C[C@H]3CC[C@@H](C2)N3C(=O)OC(C)(C)C)C=CC1I